[Ni].[Li].ClC1=CC(=C(C=C1)N1C(C(N(C(C1)=O)CC1=CC=C(C=C1)C(F)(F)F)C1COC1)=O)F 1-(4-chloro-2-fluorophenyl)-3-(oxetan-3-yl)-4-(4-(trifluoromethyl)benzyl)piperazine-2,5-dione Lithium-Nickel